FC1=C(C(=CC=C1OC)N1N=NN=C1)C(C)N 1-(2-fluoro-3-methoxy-6-(1H-tetrazol-1-yl)phenyl)ethan-1-amine